3-[(1R)-(1-methylpyrazol-4-yl)ethyl]Urea CN1N=CC(=C1)CCNC(N)=O